12-[4-(dimethylamino)phenyl]-9-hydroxy-4-thia-2,12-diazatricyclo[7.3.0.03,7]dodeca-1,3(7),5-trien-8-one CN(C1=CC=C(C=C1)N1CCC2(C(C=3C=CSC3N=C12)=O)O)C